N-(2-methyl-1-oxo-1H-inden-3-yl)-2-oxo-6-(trifluoromethyl)-1,2-dihydropyridine-3-carboxamide CC=1C(C2=CC=CC=C2C1NC(=O)C=1C(NC(=CC1)C(F)(F)F)=O)=O